NC=1C=2N(C(=CN1)C)C(=NC2C2=C(C=C(C=C2)NC(C(O)C2=CC(=CC=C2)F)=O)OC(F)(F)F)C N-(4-(8-amino-3,5-dimethylimidazo[1,5-a]pyrazin-1-yl)-3-(trifluoromethoxy)phenyl)-2-(3-fluorophenyl)-2-hydroxyacetamide